CC1=CC=C2C=NNC2=C1C1=C(C(=NC2=CC=CC=C12)N1CC2(CN(C2)C(C=C)=O)CC1)C#N 4-(6-methyl-1H-indazol-7-yl)-2-(2-(2-propenoyl)-2,6-diazaspiro[3.4]octan-6-yl)-3-quinolinecarbonitrile